ClC1=CC=C(C(=O)N2CCC3(CC2)C(NC2=CC=C(C=C23)C(=O)NC)=O)C=C1 1'-(4-chlorobenzoyl)-N-methyl-2-oxo-spiro[indoline-3,4'-piperidine]-5-carboxamide